C[C@]12CC[C@@H](C[C@@H]1CC[C@@H]3[C@@H]2CC[C@]4([C@H]3CC[C@@H]4OS(=O)(=O)[O-])C)O The molecule is a steroid sulfate oxoanion that is the conjugate base of (3beta,5alpha,17beta)-3-hydroxyandrostan-17-yl sulfate, obtained by deprotonation of the sulfo group; major species at pH 7.3. It is a conjugate base of a (3beta,5alpha,17beta)-3-hydroxyandrostan-17-yl sulfate.